(R)-5-((((3'-chloro-2'-(2-chloro-3-((6-(((2-hydroxyethyl)amino)methyl)-3-methoxypyridin-2-yl)amino)phenyl)-6-methoxy-[2,4'-bipyridin]-5-yl)methyl)amino)methyl)pyrrolidin-2-one ClC=1C(=NC=CC1C1=NC(=C(C=C1)CNC[C@H]1CCC(N1)=O)OC)C1=C(C(=CC=C1)NC1=NC(=CC=C1OC)CNCCO)Cl